C(C=CC1=CC=CC=C1)N1C(N(C2=CC=CC=C2C1=O)CC1=C(C(=O)NO)C=CC=C1)=O ((3-cinnamyl-2,4-dioxo-3,4-dihydroquinazolin-1(2H)-yl)methyl)-N-hydroxybenzoamide